C(CCCC#C)C1C(NC(CO1)=O)=O 2-hex-5-ynyl-morpholine-3,5-dione